C(C)C1=C2C(NC1=O)=CC=1C(NC(C1)=O)=C2C2=C(C=C(C=C2)[C@@H]2CC[C@H](CC2)CCCCC)F 3-ethyl-4-(2-fluoro-4-(trans-4-pentylcyclohexyl)phenyl)-2,6-dioxo-1,2,5,6-tetrahydrobenzo[1,2-b:4,5-b']dipyrrole